NC=1C2=C(N=C(N1)Cl)N(C=C2C=2SC=CN2)[C@H]2[C@@H]([C@@H]([C@H](C2)C2CCN(CC2)CCC2=CC=CC=C2)O)O (1R,2S,3R,5R)-3-(4-amino-2-chloro-5-(thiazol-2-yl)-7H-pyrrolo[2,3-d]pyrimidin-7-yl)-5-(1-phenethylpiperidin-4-yl)cyclopentane-1,2-diol